5-amino-9-chloro-7-(2-(4-(2-fluoro-5-(oxazol-2-yl)phenyl)piperazin-1-yl)ethyl)-2-(pyridin-2-yl)-7H-pyrrolo[3,2-e][1,2,4]triazolo[1,5-c]pyrimidine-8-carboxamide NC1=NC2=C(C=3N1N=C(N3)C3=NC=CC=C3)C(=C(N2CCN2CCN(CC2)C2=C(C=CC(=C2)C=2OC=CN2)F)C(=O)N)Cl